3-(3-phenyl-1H-pyrazol-4-yl)-1-(3-phenylcyclohexyl)urea C1(=CC=CC=C1)C1=NNC=C1NC(NC1CC(CCC1)C1=CC=CC=C1)=O